C(C)(C)(C)OC(=O)NC=1C(=C(C=C2C=C(N=CC12)NC(=O)OC1CC(C1)C(C)(C)C#N)C1=C(C2=C(OCCN2C(=O)OC(C)(C)C)N=C1)C)F tert-Butyl 7-[8-(tert-butoxycarbonyl amino)-3-[[3-(1-cyano-1-methyl-ethyl)cyclobutoxy]carbonylamino]-7-fluoro-6-isoquinolyl]-8-methyl-2,3-dihydropyrido[2,3-b][1,4]oxazine-1-carboxylate